5-((1R)-1-((3,5-difluoro-4-(trimethylsilyl)phenyl)carbamoyl)-6-methoxy-3,4-dihydroisoquinolin-2(1H)-yl)-5-oxopentanoic acid FC=1C=C(C=C(C1[Si](C)(C)C)F)NC(=O)[C@@H]1N(CCC2=CC(=CC=C12)OC)C(CCCC(=O)O)=O